O=S1(C2=C(CC1)C(=CC=C2)[C@@H](C)NC2=NC(=NC1=CC(=C(C=C21)C2CCC(CC2)C(=O)N2CCN(CC2)C(=O)[O-])OC)C)=O 4-((1R,4R)-4-(4-(((R)-1-(1,1-dioxo-2,3-dihydrobenzo[b]thiophen-4-yl) ethyl)amino)-7-methoxy-2-methylquinazolin-6-yl)cyclohexane-1-carbonyl)piperazine-1-carboxylate